O[C@H]1[C@@H](O)[C@H](O)[C@@H](O1)[C@@H](O)CO α-L-Glucofuranose